2,5'-diallyl-2,2'-biphenyldiglycidyl ether C(C=C)C12C(=CC=CC1)C=1C(=CC=C(C1)CC=C)C1C(COCC3C2O3)O1